CC(C(=O)OCC(=O)[C@@]12OC(O[C@@H]1C[C@H]1[C@@H]3CCC4=CC(C=C[C@@]4([C@H]3[C@H](C[C@]21C)O)C)=O)C2=CC=C(C=C2)N)C 2-[(1S,2S,4R,8S,9S,11S,12S,13R)-6-(4-Aminophenyl)-11-hydroxy-9,13-dimethyl-16-oxo-5,7-dioxapentacyclo[10.8.0.02,9.04,8.013,18]icosa-14,17-dien-8-yl]-2-oxoethyl 2-methylpropanoate